1-((5-(2-fluoropropan-2-yl)-1,3,4-oxadiazol-2-yl)methyl)-6-(4-methoxypyrrolo[2,1-f][1,2,4]triazin-5-yl)-2-methyl-1H-imidazo[4,5-b]pyridine FC(C)(C)C1=NN=C(O1)CN1C(=NC2=NC=C(C=C21)C=2C=CN1N=CN=C(C12)OC)C